C(=O)C=1C2=C(C(N(C1)C)=O)N(C(=C2)C(=O)OCC)S(=O)(=O)C2=CC=C(C)C=C2 Ethyl 4-formyl-6-methyl-7-oxo-1-tosyl-6,7-dihydro-1H-pyrrolo[2,3-c]pyridin-2-carboxylate